(S)-quinuclidin-3-yl (3,3-dimethyl-7-(3-methyl-4-morpholinophenyl)chroman-4-yl)carbamate CC1(COC2=CC(=CC=C2C1NC(O[C@@H]1CN2CCC1CC2)=O)C2=CC(=C(C=C2)N2CCOCC2)C)C